C12CN(CC2C1)C1=NSC(=N1)C1=C(C(N(C=C1)C1=NC=C(C(=C1)C1=CC(=NC=C1OC)C(F)F)C(=O)N)=O)F (3-(3-azabicyclo[3.1.0]hex-3-yl)-1,2,4-thiadiazol-5-yl)-2''-(difluoromethyl)-3-fluoro-5''-methoxy-2-oxo-2H-[1,2':4',4''-terpyridin]-5'-carboxamide